2-(((3-(furan-3-yl)-1,2,4-oxadiazol-5-yl)methyl)thio)-6-methylpyrimidin-4-amine O1C=C(C=C1)C1=NOC(=N1)CSC1=NC(=CC(=N1)N)C